1-((4-Fluorophenyl)Thio)Isoquinoline FC1=CC=C(C=C1)SC1=NC=CC2=CC=CC=C12